C(CCCC)(=O)O.C(CCCC)(=O)O valeric acid, valeric acid salt